C1(=CC=CC=C1)C1=CC(=C(C=C1)C(CCCCCCC)=NO)S 1-(4-phenyl-sulfanylphenyl)-octane-1-one oxime